CC1=[N+](C=CC(=C1C1=CC=C(C=C1)NC(C(C1(CCCCC1)C)NC(=O)C1=CC=NN1C)=O)C)[O-] 2,4-dimethyl-3-(4-(2-(1-methyl-1H-pyrazole-5-carboxamido)-2-(1-methylcyclohexyl)acetamido)phenyl)pyridine 1-oxide